O=C1NC=2CCCCC2C(=C1)C(=O)O 2-oxo-1,2,5,6,7,8-hexahydroquinoline-4-carboxylic acid